N-(2-(2,6-dioxo-piperidin-3-yl)-1-oxoisoindolin-5-yl)-2-methyl-benzenesulfonamide O=C1NC(CCC1N1C(C2=CC=C(C=C2C1)NS(=O)(=O)C1=C(C=CC=C1)C)=O)=O